N-(3-(4-methylpiperazin-1-yl)phenyl)-5-(3-((1-methylpiperidin-4-yl)oxy)quinoxalin-6-yl)-7H-pyrrolo[2,3-d]pyrimidin-2-amine CN1CCN(CC1)C=1C=C(C=CC1)NC=1N=CC2=C(N1)NC=C2C=2C=C1N=C(C=NC1=CC2)OC2CCN(CC2)C